O.[Na].[Na].[Na].N1C(=S)NC(=S)NC1=S trithiocyanuric acid trisodium salt hydrate